COC=1C=C(C=CC1NC1=NC=C(C(=N1)NC1=C(C=CC=C1C(NC)=O)C)C(F)(F)F)N1CCN(CC1)C1C2CC3(CC(CC1C3)C2)C(=O)N 4-(4-(3-methoxy-4-((4-((2-methyl-6-(methylcarbamoyl)phenyl)amino)-5-(trifluoromethyl)pyrimidin-2-yl)amino)phenyl)piperazin-1-yl)adamantan-1-carboxamide